(1S,2S)-2-(3-chlorophenyl)-N-(4-(((6-cyclopropylimidazo[1,2-a]pyridin-2-yl)methyl)amino)-6-((4-methoxybenzyl)oxy)-1,3,5-triazin-2-yl)cyclopropane-1-carboxamide ClC=1C=C(C=CC1)[C@@H]1[C@H](C1)C(=O)NC1=NC(=NC(=N1)NCC=1N=C2N(C=C(C=C2)C2CC2)C1)OCC1=CC=C(C=C1)OC